C(CCCCCCC\C=C/CCCCCCCC)(=O)O.OCC(O)CO.OCC(O)CO.OCC(O)CO Triglycerin oleate